N-(2-(2-(1H-tetrazol-5-yl)phenyl)-6-(4-(4-methylpiperazin-1-yl)piperidin-1-yl)pyridin-4-yl)-2-(p-tolyl)acetamide N1N=NN=C1C1=C(C=CC=C1)C1=NC(=CC(=C1)NC(CC1=CC=C(C=C1)C)=O)N1CCC(CC1)N1CCN(CC1)C